tert-butyl (3S)-3-[(2-fluoro-4-nitrophenyl)carbamoyl]pyrrolidine-1-carboxylate FC1=C(C=CC(=C1)[N+](=O)[O-])NC(=O)[C@@H]1CN(CC1)C(=O)OC(C)(C)C